COC(=O)C1=NC(=NC(=C1)N1[C@H](CN(CC1)C(=O)OC(C)(C)C)C)Cl.C(C)(C)(C1=CC=CC=C1)C1=CC=C(C=C1)C(C)(C)C1=CC=CC=C1 p-dicumyl-benzene Methyl-(S)-6-(4-(tert-Butoxycarbonyl)-2-methylpiperazin-1-yl)-2-chloropyrimidine-4-carboxylate